CC1=C(CP(C2=CC=CC=C2)C2=CC=CC=C2)C(=CC(=C1)C)C 2,4,6-trimethylbenzyl-diphenylphosphine